6-chloro-4-{4-[(3-fluoro-4-methoxyphenyl)methyl]piperazin-1-yl}-1-methyl-2-oxo-1,2-dihydro-1,5-naphthyridine-3-carbonitrile ClC=1N=C2C(=C(C(N(C2=CC1)C)=O)C#N)N1CCN(CC1)CC1=CC(=C(C=C1)OC)F